ClC1=CC=C(C=C1)S(=O)(=O)NC(=O)N1N=C(C(C1)C1=CC=CC=C1)C1=CC=C(C=C1)C#N N-((4-chlorophenyl)sulfonyl)-3-(4-cyanophenyl)-4-phenyl-4,5-dihydro-1H-pyrazole-1-carboxamide